4-(2-(2,6-dioxopiperidin-3-yl)-1,3-dioxoisoindolin-5-yl)piperidin O=C1NC(CCC1N1C(C2=CC=C(C=C2C1=O)C1CCNCC1)=O)=O